2,4-diaminobenzenesulfonic acid aluminum [Al].NC1=C(C=CC(=C1)N)S(=O)(=O)O